FC(C=1C=NN(C1)C1C(CC1)C=1NC(C2=C(N1)N(N=C2C#N)C(C)C=2C=NC(=CC2)C(F)(F)F)=O)F 6-(2-(4-(difluoromethyl)-1H-pyrazol-1-yl)cyclobutyl)-4-oxo-1-(1-(6-(trifluoromethyl)pyridin-3-yl)ethyl)-4,5-dihydro-1H-pyrazolo[3,4-d]pyrimidine-3-carbonitrile